3-(1-(4,5-dimethyl-6-(1-methyl-1H-pyrazol-3-yl)pyridazin-3-yl)piperidin-4-yl)urea CC1=C(N=NC(=C1C)C1=NN(C=C1)C)N1CCC(CC1)NC(N)=O